1-({3,4-difluoro-2-[(2-fluoro-4-iodophenyl)amino]Phenyl}carbonyl)-N-methyl-N-(2-pyridin-2-ylethyl)azetidin-3-amine FC=1C(=C(C=CC1F)C(=O)N1CC(C1)N(CCC1=NC=CC=C1)C)NC1=C(C=C(C=C1)I)F